C[C@]12CC3(CC(C[C@@](C1)(C3)C)C2)NC(NC2=C(C=C(CN3C[C@H](CCC3)C(=O)NCCO)C=C2)F)=O (S)-1-(4-(3-((1r,3R,5S,7S)-3,5-dimethyladamantan-1-yl)ureido)-3-fluorobenzyl)-N-(2-hydroxyethyl)piperidine-3-Formamide